(2S,6R)-tert-Butyl 4-(6-chloro-8-fluoro-7-(2-fluoro-6-methoxyphenyl)quinazolin-4-yl)-2,6-dimethylpiperazine-1-carboxylate ClC=1C=C2C(=NC=NC2=C(C1C1=C(C=CC=C1OC)F)F)N1C[C@@H](N([C@@H](C1)C)C(=O)OC(C)(C)C)C